BrC1=NN(C2=NC(=NC(=C21)NC2CCCCC2)NC2CCC(CC2)N2CCOCC2)CC2=CC=C(C=C2)OC 3-bromo-N4-cyclohexyl-1-(4-methoxybenzyl)-N6-(4-morpholinocyclohexyl)-1H-pyrazolo[3,4-d]pyrimidine-4,6-diamine